FC=1C(=C(C=CC1)O)C=1N=NC(=C2C1C=NC=C2)N[C@@H]2[C@H](CCCC2)O 3-fluoro-2-(1-(((1s,2s)-2-hydroxycyclohexyl)amino)pyrido[3,4-d]pyridazin-4-yl)phenol